(1S,3S)-3-{[2-methyl-6-(1-methyl-5-{[5-(propoxymethyl)-1H-1,2,3,4-tetrazol-1-yl]methyl}-1H-1,2,3-triazol-4-yl)pyridin-3-yl]oxy}cyclohexane-1-carboxylic acid CC1=NC(=CC=C1O[C@@H]1C[C@H](CCC1)C(=O)O)C=1N=NN(C1CN1N=NN=C1COCCC)C